C=[Ru] methyleneruthenium (II)